8-(isobutyryloxy)nonanal t-butyl-(3R)-3-(hydroxymethyl)piperazin-1-carboxylate C(C)(C)(C)OC(=O)N1C[C@@H](NCC1)CO.C(C(C)C)(=O)OC(CCCCCCC=O)C